oxazole O1C=NC=C1